4-((1,1-dioxido-3-(4-(trifluoromethyl)phenyl)thietan-3-yl)oxy)-2-methylene-4-oxobutanoic acid O=S1(CC(C1)(C1=CC=C(C=C1)C(F)(F)F)OC(CC(C(=O)O)=C)=O)=O